N-[(2S)-1-({(1S)-1-cyano-2-[(3S)-2-oxopiperidin-3-yl]ethyl}amino)-4,4-dimethyl-1-oxopentan-2-yl]-4-methoxy-1H-indole-2-carboxamide C(#N)[C@H](C[C@H]1C(NCCC1)=O)NC([C@H](CC(C)(C)C)NC(=O)C=1NC2=CC=CC(=C2C1)OC)=O